N1-(5-Methyl-4-(6-(pyrimidin-5-ylamino)imidazo[1,2-a]pyridin-3-yl)pyrimidin-2-yl)-N4-(2,2,2-trifluoroethyl)cyclohexane-1,4-diamine CC=1C(=NC(=NC1)NC1CCC(CC1)NCC(F)(F)F)C1=CN=C2N1C=C(C=C2)NC=2C=NC=NC2